3,5-difluoro-4-(4-(1-methyl-2,3-dioxo-2,3-dihydropyrido[2,3-b]pyrazin-4(1H)-yl)piperidin-1-yl)benzonitrile FC=1C=C(C#N)C=C(C1N1CCC(CC1)N1C2=C(N(C(C1=O)=O)C)C=CC=N2)F